C(C1=CC=CC=C1)N1C[C@H](CCC1)C1=CC=NC=2N1N=C(C2CNCC2CCOCC2)Cl (S)-1-(7-(1-Benzylpiperidin-3-yl)-2-chloropyrazolo[1,5-a]pyrimidin-3-yl)-N-((tetrahydro-2H-pyran-4-yl)methyl)methanamine